(S)-N-(1-(1-(3-cyanocyclobutyl)-5-fluoro-6-(4-fluoro-2-(trifluoromethyl)phenyl)-1H-indol-3-yl)-2,2-difluoroethyl)cyclopropanesulfonamide C(#N)C1CC(C1)N1C=C(C2=CC(=C(C=C12)C1=C(C=C(C=C1)F)C(F)(F)F)F)[C@@H](C(F)F)NS(=O)(=O)C1CC1